(R,E)-N-(4-((3-Chloro-4-(pyridin-2-ylmethoxy)phenyl)amino)-5-methoxyquinazoline-6-yl)-3-(1-ethylpyrrolidin-2-yl)acrylamide ClC=1C=C(C=CC1OCC1=NC=CC=C1)NC1=NC=NC2=CC=C(C(=C12)OC)NC(\C=C\[C@@H]1N(CCC1)CC)=O